4-amino-N-(3-(3-aminoprop-1-yn-1-yl)-4-(4-methylpiperazin-1-yl)phenyl)butanamide NCCCC(=O)NC1=CC(=C(C=C1)N1CCN(CC1)C)C#CCN